ClC=1C=CC(=C(C1)N1C(C(N(CC1)[C@H](C(=O)O)CC1=CC=C(C=C1)NC(=O)N1CCC(CC1)C#N)=O)=O)N1N=NN=C1 (S)-2-(4-(5-chloro-2-(1H-tetrazol-1-yl)phenyl)-2,3-dioxopiperazin-1-yl)-3-(4-(4-cyanopiperidin-1-carboxamido)phenyl)propanoic acid